N-((4-chlorophenyl)sulfonyl)piperidine-1-carboxamide ClC1=CC=C(C=C1)S(=O)(=O)NC(=O)N1CCCCC1